FC1=C(C(=C(C(=C1F)F)F)F)S(=O)(=O)N 2,3,4,5,6-pentafluoro-benzenesulfonamide